5-amino-2-(2,6-difluorophenyl)-N-(1-methyl-1H-pyrazol-4-yl)thiazole-4-carboxamide NC1=C(N=C(S1)C1=C(C=CC=C1F)F)C(=O)NC=1C=NN(C1)C